ClCCC1OCCCCC1 (2-chloroethyl)oxepan